FC1=CC(=C2C=CNC2=C1)N1C(C2=CC(=C(C=C2C(=C1)C(=O)N1CCC(CC1)F)OC([2H])([2H])[2H])OC([2H])([2H])[2H])=O 2-(6-fluoro-1H-indol-4-yl)-4-(4-fluoropiperidine-1-carbonyl)-6,7-bis(methoxy-d3)isoquinolin-1(2H)-one